CC(C)(C)OC(=O)NC1=CN=CC(=C1C=O)OC 3-N-BOC-AMINO-4-FORMYL-5-METHOXYPYRIDINE